C(CCCCCCCCCCCCCCCCCCCCC)OC=1C=C(C=C(C1)OCCCCCCCCCCCCCCCCCCCCCC)CC(=O)OC methyl 2-(3,5-bis(docosyloxy)phenyl)acetate